(2Z,4E,6E,8E)-9-(3-(1H-imidazol-1-yl)-2,6,6-trimethylcyclohex-1-en-1-yl)-3,7-dimethyl-N-(pyridin-2-yl)nona-2,4,6,8-tetraenamide N1(C=NC=C1)C1C(=C(C(CC1)(C)C)/C=C/C(=C/C=C/C(=C\C(=O)NC1=NC=CC=C1)/C)/C)C